3-carbamoyl-1,4-dihydropyridine C(N)(=O)C1=CNC=CC1